2-(4-fluoro-2-methylphenoxy)-N-(4-fluoro-3-((guanidinyloxy)methyl)phenyl)-5-(trifluoromethyl)benzamide methyl-3-[({4'-cyano-[1,1'-biphenyl]-4-yl}oxy)methyl]pyrrolidine-3-carboxylate COC(=O)C1(CNCC1)COC1=CC=C(C=C1)C1=CC=C(C=C1)C#N.FC1=CC(=C(OC2=C(C(=O)NC3=CC(=C(C=C3)F)CONC(=N)N)C=C(C=C2)C(F)(F)F)C=C1)C